C(C)(C)(C)OC(=O)N[C@@H](COCC1CCN(CC1)C(=O)OC(C)(C)C)C(=O)O N-(tert-Butoxycarbonyl)-O-((1-(tert-butoxycarbonyl)piperidin-4-yl)methyl)-L-serine